C1NC(CC2=CC=CC=C12)=O (E)-1,4-dihydroisoquinoline-3-one